5-chloro-1-[(4-methoxyphenyl)methyl]pyrazolo[3,4-b]pyridin-3-amine ClC=1C=C2C(=NC1)N(N=C2N)CC2=CC=C(C=C2)OC